C(C(=C)C)(=O)OC1=C(C=CC=C1)OC(C(=C)C)=O 2-phenylene dimethacrylate